(Benzo[d][1,3]dioxol-6-yl)-2-cyano-3-(3-(5-methyl-1H-imidazol-1-yl)propyl)guanidin O1COC2=C1C=C(C=C2)NC(=NC#N)NCCCN2C=NC=C2C